2-(difluoromethoxy)tridecane FC(OC(C)CCCCCCCCCCC)F